5-chloro-7-iodo-1'-[2-({7-oxo-8-[(cis)-3-hydroxy-3-methylcyclobutyl]-5,6,7,8-tetrahydro-1,8-naphthyridin-3-yl}oxy)ethyl]-1,2-dihydrospiro[indole-3,4'-piperidin]-2-one ClC=1C=C2C(=C(C1)I)NC(C21CCN(CC1)CCOC=1C=NC=2N(C(CCC2C1)=O)C1CC(C1)(C)O)=O